C(C)(C)(C)C1=CC2=C(N=CN=C2OC2=C(C=CC=C2OC(F)(F)F)F)S1 (7be)-6-(tert-Butyl)-4-(2-fluoro-6-(trifluoromethoxy)phenoxy)thieno[2,3-d]pyrimidine